CC1(OC(=CC(O1)=O)CC(C([2H])([2H])[2H])=C=O)C 2,2-dimethyl-6-(2-carbonylpropyl-3,3,3-d3)-4H-1,3-dioxin-4-one